ClC1=CC=C(C=C1)[C@H]1CN(CC1)C(=O)C1=CC(=NN1)C1=C(C=NC=C1)C [(3S)-3-(4-chlorophenyl)pyrrolidin-1-yl]-[3-(3-methylpyridin-4-yl)-1H-pyrazol-5-yl]methanone